NC=1C=C(C=CC1)N1C(C(=CC2=C1N=C(N=C2)NC=2C=NN(C2)C)OC2=CC=C(C=C2)F)=O 8-(3-aminophenyl)-6-(4-fluorophenoxy)-2-((1-methyl-1H-pyrazol-4-yl)amino)pyrido[2,3-d]pyrimidin-7(8H)-one